C(C)(C)C(C(=O)[O-])C(C)C 2-isopropyl-3-methylbutyrate